BrC=1C(=CSC1)C(C)(C)O 2-(4-bromothien-3-yl)propan-2-ol